ClC1=C2C(=CN(C2=CC=C1)CC1=NC=CC=C1)/C=C(/C(=O)[O-])\C#N (E)-3-(4-chloro-1-(pyridin-2-ylmethyl)-1H-indol-3-yl)-2-cyanoacrylate